C(C)(=O)C1=CN(C2=C(C=C(C=C12)C=1C=NC(=NC1)CF)C)CC(=O)N1[C@@H]2C[C@@]2(C[C@H]1C(=O)NC1=NC(=CN=C1)Br)C (1R,3S,5R)-2-(2-(3-acetyl-5-(2-(fluoromethyl)pyrimidin-5-yl)-7-methyl-1H-indol-1-yl)acetyl)-N-(6-bromopyrazin-2-yl)-5-methyl-2-azabicyclo[3.1.0]hexane-3-carboxamide